ClC=1C=C(C=CC1)N1CCN(CC1)CCCN1N=C2N(C=CC=C2)C1 2-[3-{4-(m-chlorophenyl)-1-piperazinyl}propyl]s-triazolo[4,3-a]pyridine